(S)-(4-Chloro-2-methyl-8,9-dihydro-7H-pyrano[2,3-g]quinazolin-7-yl)(pyrrolidin-1-yl)methanone ClC1=NC(=NC2=CC3=C(C=C12)O[C@@H](CC3)C(=O)N3CCCC3)C